CC1=CC=C(C=C1)C1=NOC(=N1)C1=CC=C(C=C1)NC(=O)C1CN(C(C1)=O)CCC1=CC=CC=C1 N-{4-[3-(4-Methylphenyl)-1,2,4-oxadiazol-5-yl]phenyl}-5-oxo-1-(2-phenylethyl)pyrrolidine-3-carboxamide